(S)-N-(1-(6-(N-bicyclo[1.1.1]pent-1-ylsulfamoyl)pyridin-3-ylamino)-1-oxo-3-phenylpropan-2-yl)-4-fluorobenzamide C12(CC(C1)C2)NS(=O)(=O)C2=CC=C(C=N2)NC([C@H](CC2=CC=CC=C2)NC(C2=CC=C(C=C2)F)=O)=O